4-[4-(diphenylmethyl)piperazin-1-yl]-3-nitro-1-propyl-1,2-dihydro-1,5-naphthyridin-2-one C1(=CC=CC=C1)C(N1CCN(CC1)C1=C(C(N(C2=CC=CN=C12)CCC)=O)[N+](=O)[O-])C1=CC=CC=C1